ClC1=NC(=C2C(=N1)N(N=C2)C2CCCCC2)NCC2=CC=C(C=C2)F 6-chloro-1-cyclohexyl-N-[(4-fluorophenyl)methyl]-1H-pyrazolo[3,4-d]pyrimidin-4-amine